ClC1=C(C=CC=C1)C=1C=2N(C=C(C1)C1=CC=CC=C1)C=C(N2)C2=CC=CC=C2 8-(2-chlorophenyl)-2,6-diphenylimidazo[1,2-a]pyridine